3-(fluoromethyl)-1-(2-oxo-2-pyrrolidin-1-yl-ethyl)-6-[5-(trifluoromethyl)-2-thienyl]imidazo[4,5-b]pyridin-2-one FCN1C(N(C=2C1=NC=C(C2)C=2SC(=CC2)C(F)(F)F)CC(N2CCCC2)=O)=O